7-(2,2-difluorocyclopropyl)-6-ethynyl-5-fluoro-N-((3R,4R)-3-fluoro-1-(methylsulfonyl)piperidin-4-yl)pyrrolo[2,1-f][1,2,4]triazin-2-amine FC1(C(C1)C1=C(C(=C2C=NC(=NN21)N[C@H]2[C@@H](CN(CC2)S(=O)(=O)C)F)F)C#C)F